(1aS,5aS)-2-Pyrazin-2-yl-1a,2,5,5a-tetrahydro-1H-2,3-diaza-cyclopropa[a]pentalene-4-carboxylic Acid ((S)-2,2-Dimethyl-1-morpholin-4-ylmethyl-propyl)-amide CC([C@@H](CN1CCOCC1)NC(=O)C=1C=2C[C@H]3[C@@H](C2N(N1)C1=NC=CN=C1)C3)(C)C